3-[1-(1,1-Dioxo-hexahydro-1λ6-thiopyran-4-ylmethyl)-1H-pyrrolo[2,3-b]pyridin-5-ylethynyl]-2-(1H-indol-6-yl)-benzoic Acid O=S1(CCC(CC1)CN1C=CC=2C1=NC=C(C2)C#CC=2C(=C(C(=O)O)C=CC2)C2=CC=C1C=CNC1=C2)=O